OC=1C2=C(N(C(CC1C(=O)OC)=O)CC=1C=C(C(=O)O)C=CC1)C=CC=C2 3-((5-hydroxy-4-(methoxycarbonyl)-2-oxo-2,3-dihydro-1H-benzo[b]azepin-1-yl)methyl)benzoic acid